bromo-2,4-dichloroimidazo[2,1-f][1,2,4]triazine BrC=1N=C2C(=NC(=NN2C1)Cl)Cl